Cl.CC1=CC(=NC=C1)N1CCNCC1 1-(4-methyl-2-pyridinyl)piperazine hydrochloride